octadec-9-en-7-yl oleate C(CCCCCCC\C=C/CCCCCCCC)(=O)OC(CCCCCC)CC=CCCCCCCCC